2-[5-chloro-2-methyl-4-(trifluoromethoxy)phenyl]-4,4,5,5-tetramethyl-1,3,2-dioxaborolane ClC=1C(=CC(=C(C1)B1OC(C(O1)(C)C)(C)C)C)OC(F)(F)F